O.Br hydrobromide monohydrate